methyl 3-((6-aminopyridazin-3-yl)methyl)-2-oxo-5-(trifluoromethyl)piperidine-3-carboxylate NC1=CC=C(N=N1)CC1(C(NCC(C1)C(F)(F)F)=O)C(=O)OC